(4-iodo-1-methyl-1H-imidazol-5-yl)methylcyclopentyl (methyl)carbamate CNC(OC1(CCCC1)CC1=C(N=CN1C)I)=O